FC1=C(C=C(C(=C1)OC)NC1=NC=CC(=N1)C1=CNC2=C(C=CC=C12)CCO)NC(CC)=O N-(2-fluoro-5-((4-(7-(2-hydroxyethyl)-1H-indol-3-yl)pyrimidin-2-yl)amino)-4-methoxyphenyl)propanamide